(5Z)-2-[[(3R,4R)-4-Hydroxytetrahydropyran-3-yl]amino]-3-methyl-5-[(2-methylindazol-5-yl)methylene]imidazol-4-one O[C@H]1[C@@H](COCC1)NC1=N\C(\C(N1C)=O)=C/C1=CC2=CN(N=C2C=C1)C